tert-butyl N-(tert-butoxycarbonyl)-N-[3-methoxy-5-(morpholin-4-yl)pyrazin-2-yl]carbamate C(C)(C)(C)OC(=O)N(C(OC(C)(C)C)=O)C1=NC=C(N=C1OC)N1CCOCC1